Cl.N[C@@H](C)C=1C(NC2=CC=C(C=C2C1)Cl)=O (S)-3-(1-aminoethyl)-6-chloroquinoline-2(1H)-one hydrochloride